CN(C)C(CCC)O N,N-dimethylaminobutan-1-ol